7-(3,5-Dimethylphenyl)-7-methoxy-2-azaspiro[3.5]nonan CC=1C=C(C=C(C1)C)C1(CCC2(CNC2)CC1)OC